N-(2-methyl-1-(3-phenylbicyclo[1.1.1]pentan-1-yl)propyl)piperidine-3-carboxamide hydrochloride Cl.CC(C(C12CC(C1)(C2)C2=CC=CC=C2)NC(=O)C2CNCCC2)C